tert.-butyl-carboxylate C(C)(C)(C)C(=O)[O-]